NC1=NC=C(C=C1C=1C=C2CNC(C2=CC1)=O)C1=CC=C(C=C1)N1CCCCC1 5-(2-amino-5-(4-(piperidin-1-yl)phenyl)pyridin-3-yl)isoindolin-1-one